2-pyrrolidin-3-yloxy-ethoxide N1CC(CC1)OCC[O-]